[Si].[Hf].[Al].[Cr].[Co] Cobalt-Chromium-Aluminum-Hafnium-Silicon